FC(C=1C=C(C=CC1)[C@@H](C)N)F (1R)-1-[3-(difluoromethyl)phenyl]ethylamine